3-(4-(2-(4-(methylsulfonyl)phenyl)-2,3-dihydroimidazo[4,5-d]pyrrolo[2,3-b]pyridine-1(6H)-yl)-1H-pyrazol-1-yl)propionitrile CS(=O)(=O)C1=CC=C(C=C1)C1NC=2C(=C3C(=NC2)NC=C3)N1C=1C=NN(C1)CCC#N